1-(4-methoxyphenyl)-3-(4-(2-(4-(2-morpholinoethoxy)phenyl)thiazol-4-yl)phenyl)urea COC1=CC=C(C=C1)NC(=O)NC1=CC=C(C=C1)C=1N=C(SC1)C1=CC=C(C=C1)OCCN1CCOCC1